C(C1=CC=CC=C1)OC1=CC=CC(=N1)N1C(CCCC1)C(=O)O 1-(6-(benzyloxy)pyridin-2-yl)piperidine-2-carboxylic acid